(S)-(±)-cis-2-(4-chlorophenyl)cyclopentyl 2-((tert-butoxycarbonyl)amino)propanoate C(C)(C)(C)OC(=O)N[C@@H](C(=O)O[C@@H]1[C@@H](CCC1)C1=CC=C(C=C1)Cl)C |&1:8|